1-bromo-4-(isothiocyanatomethyl)naphthalene BrC1=CC=C(C2=CC=CC=C12)CN=C=S